NC1=CC(=C(C=C1)C=1N(C2=C(N1)C(N(C21C(NC2=CC(=CC=C21)Cl)=O)C2=C(C=CC(=C2)Cl)C)=O)C(C)C)OC 2'-(4-amino-2-methoxyphenyl)-6-chloro-5'-(5-chloro-2-methylphenyl)-3'-isopropyl-3'H-spiro[indoline-3,4'-pyrrolo[3,4-d]imidazole]-2,6'(5'H)-dione